C(=CC1=CC=CC=C1)[N+]1=CC=CC=C1.C(=CC1=CC=CC=C1)C1=NC=CC=C1 styryl-pyridine, styryl-pyridinium salt